CC1=NN(C(=C1)C1=CC=C(C(=O)[C@H]2[C@@H](CCCC2)C(=O)O)C=C1)C1OCCCC1 (1R,2R)-2-{4-[3-methyl-1-(tetrahydro-2H-pyran-2-yl)-1H-pyrazol-5-yl]benzoyl}cyclohexanecarboxylic acid